CC1(CC(C1)NC=1N=CC2=C(N1)NC=C2C=2C=CC1=C(N(N=N1)C)C2)O (1r,3r)-1-methyl-3-((5-(1-methyl-1H-benzo[d][1,2,3]triazol-6-yl)-7H-pyrrolo[2,3-d]pyrimidin-2-yl)amino)cyclobutan-1-ol